3,5,6-trimethylpyrazinecarboxylic acid CC=1C(=NC(=C(N1)C)C)C(=O)O